3-chloro-2-{[1,2]thiazolo[4,5-b]pyridin-7-yl}-7-(trifluoromethyl)-5H,6H,7H-pyrazolo[1,5-a]pyrazin-4-one ClC=1C(=NN2C1C(NCC2C(F)(F)F)=O)C2=C1C(=NC=C2)C=NS1